C(#N)[C@H]1[C@@H](CN(C12CC2)C(=O)[C@@H]2CC[C@H]1N2C([C@H](CCCC1)NC(OC(C)(C)C)=O)=O)C1=CC(=CC=C1)C#N tert-butyl ((3S,6S,10aS)-3-((6R,7S)-7-cyano-6-(3-cyanophenyl)-4-azaspiro[2.4]heptane-4-carbonyl)-5-oxodecahydropyrrolo[1,2-a]azocin-6-yl)carbamate